N1C(=NC=C1)C(=O)N1[C@H](C2=CC=CC=C2CC1)C1=CC=CC=C1 2-(1H-imidazole-2-carbonyl)-(1S)-1-phenyl-1,2,3,4-tetrahydroisoquinoline